diindigane [InH2][InH2]